C(C)(C)(C)C1=C(C=CC(=C1)C(C)(C)C)OP(OC1=C(C=C(C=C1)C(C)(C)C)C(C)(C)C)OC1=C(C=C(C=C1)C(C)(C)C)C(C)(C)C.NC=1NC(C2=C(N1)NC(=C2C2=C(C=C(C=C2)OC)OC)C2=CC=C(C=C2)S(=O)(=O)N(C)C)=O 4-(2-Amino-5-(2,4-dimethoxyphenyl)-4-oxo-4,7-dihydro-3H-pyrrolo[2,3-d]pyrimidin-6-yl)-N,N-dimethylbenzenesulfonamide tris(2,4-di-tert-butylphenyl)phosphite